ClC1C(C(=C(C=C1C(C)C)C(C)C)C1=CC=CC=C1)(C(C)C)P(C1CCCCC1)C1CCCCC1 chloro(2-dicyclohexylphosphino-2,4,6-trisIsopropyl-1,1-biphenyl)